C1(CCC1)N(C=1C=C(C(=O)O)C=CC1C(NS(N(C)C)(=O)=O)=O)C 3-(cyclobutyl(methyl)amino)-4-((N,N-dimethylsulfamoyl)carbamoyl)benzoic acid